(1R,2S)-2-amino-1,2-diphenylethanol N[C@H]([C@H](O)C1=CC=CC=C1)C1=CC=CC=C1